BrC=1C(=C(C=CC1)OC1=CC(=CC(=C1)[N+](=O)[O-])F)I 3-bromo-1-(3-fluoro-5-nitrophenoxy)-2-iodobenzene